C(C)(C)(C)OC(CN1C(C(=CC=C1)NC(=O)OCC1=CC=CC=C1)=O)=O 2-(3-(Benzyloxycarbonylamino)-2-oxopyridin-1(2H)-yl)acetic acid tert-butyl ester